N1=C(C=C2N1CCN(C2)C(=O)OC(C)(C)C)C(=O)OC 5-(tert-butyl) 2-methyl 6,7-dihydropyrazolo[1,5-a]pyrazine-2,5(4H)-dicarboxylate